2-amino-N-(2-diethylaminoethyl)-2-methyl-propionamide dihydrochloride Cl.Cl.NC(C(=O)NCCN(CC)CC)(C)C